m-iminobenzoyl-alpha-methyl-alpha-(2-pyridyldithio)toluene n-propyl-n-pentyldithiocarbamate C(CC)N(C(S)=S)CCCCC.N1C2(C(=O)C(C3=CC=CC=C3)(SSC3=NC=CC=C3)C)CC1=CC=C2